1-((4-(3-amino-4-methyl-1H-indazol-5-yl)-3-methylphenyl)sulfonyl)-3-methylazetidin-3-ol NC1=NNC2=CC=C(C(=C12)C)C1=C(C=C(C=C1)S(=O)(=O)N1CC(C1)(O)C)C